β-D-galactose pentaacetate C(C)(=O)O[C@H]1[C@H](OC(C)=O)[C@@H](OC(C)=O)[C@@H](OC(C)=O)[C@H](O1)COC(C)=O